N1=CN=C2N=CNC2=C1N[C@@H]1C(N(C(C1)=O)C1=CC=CC=C1)=O (S)-3-((7H-purin-6-yl)amino)-1-phenylpyrrolidine-2,5-dione